OC=1C=C(C2=CC=CC=C2C1)C1CCC=2C(=NC(=NC2C1)OCC1N(CCC1)C)N1C(CN(CC1C)C(C=C)=O)C 1-(4-(7-(3-hydroxynaphthalen-1-yl)-2-((1-methylpyrrolidin-2-yl)methoxy)-5,6,7,8-tetrahydroquinazolin-4-yl)-3,5-dimethylpiperazin-1-yl)prop-2-en-1-one